3-phenoxybenzyl (1R,3R)-2,2-dimethyl-3-(2-methyl prop-1-enyl)cyclopropanecarboxylate CC1([C@@H]([C@H]1C=C(C)C)C(=O)OCC1=CC(=CC=C1)OC1=CC=CC=C1)C